tert-butyl N-[rac-(1S,2S,4R)-7-[(2-bromo-3-chloro-phenyl)methyl]-7-azabicyclo[2.2.1]heptan-2-yl]carbamate BrC1=C(C=CC=C1Cl)CN1[C@@H]2[C@H](C[C@H]1CC2)NC(OC(C)(C)C)=O |r|